(3S,11S)-dihydroxy-tetradecanoic acid OC(C(=O)O)(CCCCCCCCCCCC)O